3-(hydroxymethyl)-5-(3-isopropyl-5-(piperidin-4-yl)-1H-indol-2-yl)-1-methylpyridin-2(1H)-one OCC=1C(N(C=C(C1)C=1NC2=CC=C(C=C2C1C(C)C)C1CCNCC1)C)=O